NC1=NC=CC2=C(C=CC=C12)C1=CC2=C(N(N=C2C=C1)C1CN(C1)S(=O)(=O)CC)COC1=C(C=CC=C1)CC(=O)O 2-(2-((5-(1-aminoisoquinolin-5-yl)-2-(1-(ethanesulfonyl)azetidin-3-yl)-2H-indazol-3-yl)methoxy)phenyl)acetic acid